N-[3-[2-(difluoromethoxy)-5-[1-(2-hydroxycyclobutyl)pyrazol-4-yl]oxy-phenyl]-1-methyl-pyrazol-4-yl]pyrazolo[1,5-a]pyrimidine-3-carboxamide FC(OC1=C(C=C(C=C1)OC=1C=NN(C1)C1C(CC1)O)C1=NN(C=C1NC(=O)C=1C=NN2C1N=CC=C2)C)F